BrC=1C=C2C(=CNC2=CC1)/C(/C#N)=C/C=1C=NC=CC1OC1=CC=CC=C1 (Z)-2-(5-bromo-1H-indol-3-yl)-3-(4-phenoxypyridin-3-yl)-acrylonitrile